2-methyl-acrylic acid-2-isocyanato-ethyl ester N(=C=O)CCOC(C(=C)C)=O